FC1=C2CN(CC2=CC(=C1F)F)C(=O)NC1=CC=C(C=C1)C=1CCNCC1 4,5,6-trifluoro-N-(4-(1,2,3,6-tetrahydropyridin-4-yl)phenyl)isoindoline-2-carboxamide